BrC=1C=2N(C=C(C1)OCC(CCSO)C)N=CC2C#N 4-bromo-6-((1-hydroxythiobutan-3-yl)methoxy)pyrazolo[1,5-a]pyridine-3-carbonitrile